[Na].[Na].CC1=C(C(=C(C=C1)S(=O)(=O)C=C)S(=O)(=O)C=C)C dimethylbis(vinylsulfonyl)benzene, disodium salt